2-butenyl carbonate C(OCC=CC)([O-])=O